2-chloro-N-(3-((4-((1-cycloheptylpiperidin-4-yl)(ethyl)amino)-6,7-dimethoxyquinazolin-2-yl)(methyl)amino)propyl)acetamide ClCC(=O)NCCCN(C)C1=NC2=CC(=C(C=C2C(=N1)N(CC)C1CCN(CC1)C1CCCCCC1)OC)OC